[Pt].C(CCCCCCCCCC)S undecanethiol platinum